4-((2-methoxy-3-(1-methyl-1H-1,2,4-triazol-3-yl)phenyl)amino)-N-(methyl-d3)-6-(5-methyl-4H-1,2,4-triazol-3-yl)pyridazine-3-carboxamide COC1=C(C=CC=C1C1=NN(C=N1)C)NC1=C(N=NC(=C1)C1=NN=C(N1)C)C(=O)NC([2H])([2H])[2H]